4-hydroxy-6-(methylthio)-2-phenylpyrimidine-5-carbonitrile OC1=NC(=NC(=C1C#N)SC)C1=CC=CC=C1